4-cyclohexylmethyl-ethane-sulfonic acid C1CCC(CC1)CC(C)S(=O)(=O)O